N(=[N+]=[N-])CCOCCNC(CCC1=CC=C(C=C1)N(CCCl)CCCl)=O N-(2-(2-azidoethoxy)ethyl)-3-(4-(bis(2-chloroethyl)amino)phenyl)propionamide